8-fluoro-5-methyl-1,2-dihydroquinolin-2-one FC=1C=CC(=C2C=CC(NC12)=O)C